COC1=C(CN(C2=NC(=NN3C2=NC=C3CC3=C(C=C(OCCN(C(OC(C)(C)C)=O)C)C=C3)C)O[C@@H](CCO)CCC)CC3=C(C=C(C=C3)OC)OC)C=CC(=C1)OC |o1:36| tert-butyl (R or S)-(2-(4-((4-(bis(2,4-dimethoxybenzyl)amino)-2-((1-hydroxyhexan-3-yl)oxy)imidazo[2,1-f][1,2,4]triazin-7-yl)methyl)-3-methylphenoxy)ethyl)(methyl)carbamate